1-(4-(2-(2,6-dimethylpyridin-4-yl)-3-isopropyl-1H-indol-5-yl)piperidin-1-yl)-2-(methyl-((1-methyl-1H-1,2,4-triazol-3-yl)methyl)amino)ethan-1-one CC1=NC(=CC(=C1)C=1NC2=CC=C(C=C2C1C(C)C)C1CCN(CC1)C(CN(CC1=NN(C=N1)C)C)=O)C